4-[2-[4-[4-[(2,6-Dioxopiperidin-3-yl)amino]phenyl]piperidin-1-yl]acetyl]piperazin methyl-(E)-2-[2-[(5-cyano-2-methyl-phenoxy)methyl]phenyl]-3-methoxy-prop-2-enoate COC(\C(=C\OC)\C1=C(C=CC=C1)COC1=C(C=CC(=C1)C#N)C)=O.O=C1NC(CCC1NC1=CC=C(C=C1)C1CCN(CC1)CC(=O)N1CCNCC1)=O